CC=1C(CCC(C1)(C)C)=O 2,4,4-trimethyl-1-cyclohex-2-enone